terpin-4-ene C12(C(CC=C(C1(C)C)C2)C)C21C(CCC(C2(C)C)C1)(C)C12C(CCC(C1(C)C)C2)C